4-(4-(bromomethyl)piperidin-1-yl)-8-methoxyquinazoline BrCC1CCN(CC1)C1=NC=NC2=C(C=CC=C12)OC